C(C)(C)(C)OC(=O)N1CCC(CC1)CCCC(=O)O 4-(1-(tert-butoxycarbonyl)piperidin-4-yl)butanoic acid